(6R,7S)-6-(3-chlorophenyl)-4-azaspiro[2.4]heptane-7-carbonitrile TFA salt OC(=O)C(F)(F)F.ClC=1C=C(C=CC1)[C@@H]1CNC2(CC2)[C@H]1C#N